C(#N)C=1C=C(C=CC1)C=1N=C(SC1C1=CC(=NC(=C1)CC)CC)N1C[C@@H]2CNC[C@H]2C1=O (3aS,6aS)-N-[4-(3-cyanophenyl)-5-(2,6-diethyl-4-pyridyl)thiazol-2-yl]-3-oxo-1,2,3a,4,6,6a-hexahydropyrrolo[3,4-c]pyrrole